2,5-Dimethyl-2,5-di(t-Butylperoxy)hexan CC(C)(CCC(C)(OOC(C)(C)C)C)OOC(C)(C)C